C(C)(C)(C)OC([C@H](N)CCC(=O)O)=O D-glutamic acid 1-(tert-butyl) ester